C(C1=CC=CC=C1)(=O)[C@]1(C(O)=C(O)C(O1)=O)[C@H](CO)O benzoyl-vitamin C